3-allyl-1-boc-piperidine C(C=C)C1CN(CCC1)C(=O)OC(C)(C)C